OC=1C=C2C=CC(=CC2=C(C1)O)C#N 6,8-Dihydroxynaphthalene-2-carbonitrile